8-{[(2S)-2-hydroxypropyl]amino}-3,7-dimethyl-1-{[4-(trifluoromethyl)phenyl]methyl}-2,3,6,7-tetrahydro-1H-purine-2,6-dione O[C@H](CNC1=NC=2N(C(N(C(C2N1C)=O)CC1=CC=C(C=C1)C(F)(F)F)=O)C)C